6-chloro-4-((5-ethyl-2-methoxy-3-(2-methyl-2H-1,2,3-triazol-4-yl)phenyl)amino)-N-(methyl-d3)pyridazine-3-carboxamide ClC1=CC(=C(N=N1)C(=O)NC([2H])([2H])[2H])NC1=C(C(=CC(=C1)CC)C1=NN(N=C1)C)OC